[U].[Au] gold-uranium